FC(CNC(CC(=O)N)=O)(C(F)(F)F)F N'-(2,2,3,3,3-pentafluoro-propyl)-malonamide